CN(C(=O)[C@@H]1CN(CC[C@H]1NC(=O)C1=NOC(=C1)C1=C(C=C(C=C1)F)F)C1CCCCC1)CC1COC1 (3R,4R)-1-cyclohexyl-4-{[5-(2,4-difluoro-phenyl)-isoxazole-3-carbonyl]-amino}-piperidine-3-carboxylic acid methyl-oxetan-3-ylmethyl-amide